C[Si](C#CC1=C(OC2CCN2C2(CN=CC=C2)C=2C=CC=3N(C2)N=CC3C#N)C=CC=C1)(C)C 6-[3-[4-[2-(2-trimethylsilylethynyl)phenoxy]azetidine-1-yl]-3-pyridyl]pyrazolo[1,5-a]pyridine-3-carbonitrile